CC1(O[C@H]2[C@@H](O1)[C@@H](C[C@@H]2C2CCN(CC2)C(=O)OC(C)(C)C)N2C=C1CCCNC=3C1=C2N=CN3)C Tert-butyl 4-((3aR,4R,6R,6aS)-2,2-dimethyl-6-(6,7,8,9-tetrahydro-2H-2,3,5,6-tetraazabenzo[cd]azulen-2-yl)tetrahydro-4H-cyclopenta[d][1,3]dioxol-4-yl)piperidine-1-carboxylate